2-chloro-1-(5-(2-(3,4-dimethoxyphenyl)-3-isopropyl-1H-indole-5-carbonyl)hexahydropyrrolo[3,4-c]pyrrol-2(1H)-yl)ethanone ClCC(=O)N1CC2CN(CC2C1)C(=O)C=1C=C2C(=C(NC2=CC1)C1=CC(=C(C=C1)OC)OC)C(C)C